Silver(I) benzoate C(C1=CC=CC=C1)(=O)[O-].[Ag+]